C1(=CC=CC=C1)C1=CC=2C=CC=CC2C2=C1OC1=C2C=CC=C1 6-phenylnaphtho[2,1-b]benzofuran